ClC1=C(C=C2C(=C(N(C2=C1F)C)C1=NNC(=N1)[C@H](C(F)(F)F)O)N1C=NC=C1)OC (R)-1-(3-(6-chloro-7-fluoro-3-(1H-imidazol-1-yl)-5-methoxy-1-methyl-1H-indol-2-yl)-1H-1,2,4-triazol-5-yl)-2,2,2-trifluoroethan-1-ol